N-[4-(prop-2-ynylamino)butyl]benzamide C(C#C)NCCCCNC(C1=CC=CC=C1)=O